(4-chloro-2-fluorobenzyl)-8-(3-cyclobutoxyprop-1-yn-1-yl)-1-(4-hydroxybutyl)-3-methyl-3,7-dihydro-1H-purine-2,6-dione ClC1=CC(=C(CN2C(=NC=3N(C(N(C(C23)=O)CCCCO)=O)C)C#CCOC2CCC2)C=C1)F